4-(5-Fluoro-6-(6-fluoro-1H-indol-2-yl)pyridin-3-yl)morpholine FC=1C=C(C=NC1C=1NC2=CC(=CC=C2C1)F)N1CCOCC1